ethyl 5-hydroxy-2-phenoxy-1,7-naphthyridine-6-carboxylate OC1=C2C=CC(=NC2=CN=C1C(=O)OCC)OC1=CC=CC=C1